tert-butyl 8-methyl-7-(2-{[2-(oxan-4-yl)pyridin-4-yl]amino}-5H,6H,7H,8H-pyrido[3,4-d]pyrimidin-7-yl)-1H,2H,3H-pyrido[2,3-b][1,4]oxazine-1-carboxylate CC1=C(C=NC=2OCCN(C21)C(=O)OC(C)(C)C)N2CC=1N=C(N=CC1CC2)NC2=CC(=NC=C2)C2CCOCC2